C(C)(C)(C)OC(CC1(CCN(CC1)C1=NC=C(C=C1F)N)O)=O 2-[1-(5-amino-3-fluoro-2-pyridinyl)-4-hydroxy-4-piperidinyl]acetic acid tert-butyl ester